[Se-2].[Zn+2].[Fe+2].[Se-2] iron-zinc selenide